C(C)(C)(C)OC(NC1=C(C(=CC=C1)C)NC(C1=C(C=C(C(=C1)F)N1N=C(N(C1=O)C)C(C)OC(C)OCC)OC(C)C1CCCCC1)=O)=O {2-[(2-(1-cyclohexylethoxy)-4-{3-[1-(1-ethoxyethoxy)ethyl]-4-methyl-5-oxo-4,5-dihydro-1H-1,2,4-triazol-1-yl}-5-fluorobenzoyl)amino]-3-methylphenyl}carbamic acid tert-butyl ester